FC=1C(=NC(=CC1)OC)CO (3-fluoro-6-methoxy-2-pyridinyl)methanol